4-[(4-methylpiperazine-1-yl)methyl]-3-(trifluoromethyl)benzamide CN1CCN(CC1)CC1=C(C=C(C(=O)N)C=C1)C(F)(F)F